6-acetyl-8-cyclopentyl-2-((2-methoxy-4-(4-methylpiperazin-1-yl)phenyl)amino)-5-methylpyrido[2,3-d]pyrimidin-7(8H)-one C(C)(=O)C1=C(C2=C(N=C(N=C2)NC2=C(C=C(C=C2)N2CCN(CC2)C)OC)N(C1=O)C1CCCC1)C